2-[1-(2-Trifluoromethyl-pyridin-4-yl)-azetidin-3-yl]-1-(5,7,7-trimethyl-3,6,7,8-tetrahydro-1H-2,4-diaza-as-indacen-2-yl)-ethanone FC(C1=NC=CC(=C1)N1CC(C1)CC(=O)N1CC2=C3CC(CC3=C(N=C2C1)C)(C)C)(F)F